1-(5-bromo-2-chloropyrimidin-4-yl)-3-fluorobenzene-1,2-diamine BrC=1C(=NC(=NC1)Cl)C1(C(C(=CC=C1)F)N)N